(methyl)-α-(methoxyimino)-2-[[[[(1E)-1-[3-(trifluoromethyl)phenyl]ethylidene]amino]oxy]methyl]benzeneacetate COC(C(C1=C(C=CC=C1)CO/N=C(\C)/C1=CC(=CC=C1)C(F)(F)F)=NOC)=O